Cl.C(CCC)OC=1C=CC(=C2CC3CC4C(C(=C(C(C4(C(=C3C(C12)=O)O)O)=O)C(=O)N)O)N(C)C)N(C)C 10-Butoxy-4,7-bis-dimethylamino-3,12,12a-trihydroxy-1,11-dioxo-1,4,4a,5,5a,6,11,12a-octahydro-naphthacene-2-carboxylic acid amide hydrochloride